C(C)N(CC)CC1=C(N=C(S1)N)C1=CC(=CC(=C1)C(F)(F)F)F 5-[(diethylamino)methyl]-4-[3-fluoro-5-(trifluoromethyl)phenyl]-1,3-thiazol-2-amine